5-bromo-3-(1-Methyl-1H-pyrazol-4-yl)pyridin-2-amine BrC=1C=C(C(=NC1)N)C=1C=NN(C1)C